5-Bromo-2-methyl-2,4-dihydro-3H-1,2,4-triazol-3-one BrC=1NC(N(N1)C)=O